1-N,1-N,2-N,2-N,3-N,3-N,4-N,4-N-octamethylbutane-1,2,3,4-tetramine CN(CC(C(CN(C)C)N(C)C)N(C)C)C